NC1=CC=C2C(=C1)NC(C21CC(OCC1)C)=O 6-amino-2'-methyl-spiro[indoline-3,4'-tetrahydropyran]-2-one